5,8-dichloro-2-((3,5-difluorophenyl)amino)quinazolin-4(3H)-one ClC1=C2C(NC(=NC2=C(C=C1)Cl)NC1=CC(=CC(=C1)F)F)=O